3-amyl-tetrahydro-2H-pyran-4-acetate C(CCCC)C1COCCC1CC(=O)[O-]